N-p-toluenesulfonyl-N'-phenylurea CC1=CC=C(C=C1)S(=O)(=O)NC(=O)NC1=CC=CC=C1